N1C(=CC=2C=NC=CC21)CNC(CN2C(=NC=C(C2=O)NCC2=CC1=C(OC3=C1C=CC=C3)C=C2)C2=CC=C(C=C2)F)=O N-((1H-pyrrolo[3,2-c]pyridin-2-yl)methyl)-2-(5-((dibenzo[b,d]furan-2-ylmethyl)amino)-2-(4-fluorophenyl)-6-oxopyrimidin-1(6H)-yl)acetamide